(S)-(4-(1-((4-methyl-4H-1,2,4-triazol-3-yl)thio)ethyl)pyridin-2-yl)carbamic acid tert-butyl ester C(C)(C)(C)OC(NC1=NC=CC(=C1)[C@H](C)SC1=NN=CN1C)=O